2-phenyl-5-(3-fluorophenyl)-4,5-dihydrooxazole tert-butyl-4-((7-bromo-6-chloro-8-fluoro-3-nitroquinolin-4-yl)amino)-piperidine-1-carboxylate C(C)(C)(C)OC(=O)N1CCC(CC1)NC1=C(C=NC2=C(C(=C(C=C12)Cl)Br)F)[N+](=O)[O-].C1(=CC=CC=C1)C=1OC(CN1)C1=CC(=CC=C1)F